CCN(CC)C1=CC=CC(=C1)NC(=O)C 3-(N,N-diethyl)aminoacetanilide